(3-((2-(methoxycarbonyl)allyl)oxy)-3-oxopropyl)phenylphosphinic acid COC(=O)C(COC(CCP(O)(=O)C1=CC=CC=C1)=O)=C